3-AMINOQUINOLIN-6-YLBORONIC ACID NC=1C=NC2=CC=C(C=C2C1)B(O)O